1-(((1r,4r)-4-hydroxycyclohexyl)methyl)-5,5-dimethyl-3-((2-(trimethylsilyl)ethoxy)methyl)imidazolidine-2,4-dione OC1CCC(CC1)CN1C(N(C(C1(C)C)=O)COCC[Si](C)(C)C)=O